1-(2,2,6-trifluoro-1,3-benzodioxol-5-yl)pyridine FC1(OC2=C(O1)C=C(C(=C2)N2CC=CC=C2)F)F